4-(pyridin-3-yl)-2,4,5,6-tetrahydrocyclopenta[d][1,2,3]triazole N1=CC(=CC=C1)C1CCC2=NNN=C21